2-((3aR,5r,6aS)-5-(2,3-difluorobenzyl)-5-hydroxyhexa-hydrocyclopenta[c]pyrrol-2(1H)-yl)-1-(4-hydroxyphenyl)ethanone FC1=C(CC2(C[C@@H]3[C@@H](CN(C3)CC(=O)C3=CC=C(C=C3)O)C2)O)C=CC=C1F